N1(CCCC1)CCCOC=1C=C(C=CC1)C1=C2CCNC2=CC=C1 4-{3-[3-(pyrrolidin-1-yl)propoxy]phenyl}indoline